COC1=C(CN(C(COC2=CC=CC=C2)=O)C2=CC=CC=C2)C(=CC(=C1)OC)C=CC1=CC=C(C=C1)OC N-(2,4-dimethoxy-6-(4-methoxystyryl)benzyl)-2-phenoxy-N-phenyl-acetamide